FC(C1=NN=C(S1)C1=CN=C2N1C=C(C=C2N2CCC1(COC1)CC2)S(=O)(=O)NC2(CC2)C)F 3-(5-(difluoromethyl)-1,3,4-thiadiazol-2-yl)-N-(1-methylcyclopropyl)-8-(2-oxa-7-azaspiro[3.5]nonan-7-yl)imidazo[1,2-a]pyridine-6-sulfonamide